propylene glycol monoisostearate C(CCCCCCCCCCCCCCC(C)C)(=O)O.C(C(C)O)O